C(C1=CC=CC=C1)OC=1C=C2CCOC(C2=CC1)=O 6-benzyloxy-isochromanone